C(O)C1(CO)CCC(O1)CO 2,5-dimethyloltetrahydrofurfuryl alcohol